C1(CC1)CN1C[C@H]([C@@H](CC1)NC(=O)C1=NOC(=C1)C1=CC=C(C=C1)C(F)(F)F)C(=O)O |r| rac-(3R,4R)-1-cyclopropylmethyl-4-{[5-(4-trifluoromethyl-phenyl)-isoxazole-3-carbonyl]-amino}-piperidine-3-carboxylic acid